N,N-di-tert-butylurea C(C)(C)(C)N(C(=O)N)C(C)(C)C